(6-(aminomethyl)-8-(4-(trifluoromethoxy)phenyl)imidazo[1,2-a]pyridin-5-yl)methanol NCC=1C=C(C=2N(C1CO)C=CN2)C2=CC=C(C=C2)OC(F)(F)F